CCCCCCCC(CC)OC(C=C)=O Dec-8-ylacrylate